(1R)-6-chloro-N-[2,4-difluoro-3-(2-{[1-(pyridin-4-yl)piperidin-4-yl]amino}quinazolin-6-yl)phenyl]-1-hydroxy-2,3-dihydro-1H-indene-4-sulfonamide ClC=1C=C(C=2CC[C@H](C2C1)O)S(=O)(=O)NC1=C(C(=C(C=C1)F)C=1C=C2C=NC(=NC2=CC1)NC1CCN(CC1)C1=CC=NC=C1)F